2-((5-bromothiophen-3-yl)methyl)-6-(1H-1,2,4-triazol-1-yl)pyridazin-3(2H)-one BrC1=CC(=CS1)CN1N=C(C=CC1=O)N1N=CN=C1